C[C@](N)(CCSC)C(=O)O α-methyl-Methionine